C(N)(=O)C12CC(C1)(C2)NC(=O)C2=C(N=NC(=C2C)C(F)(F)F)N2CCC(CCC2)(F)F N-(3-carbamoylbicyclo[1.1.1]pentan-1-yl)-3-(4,4-difluoroazepan-1-yl)-5-methyl-6-(trifluoromethyl)pyridazine-4-carboxamide